C1(CC1)C=1N(C=C(N1)I)C12CC(C1)(C2)N2CCC(CC2)O 1-(3-(2-cyclopropyl-4-iodo-1H-imidazol-1-yl)bicyclo[1.1.1]pentan-1-yl)piperidin-4-ol